Cl.Cl.N1=CC(=CC=2CNCCC12)N1C2=C(OCC1)C=CC=C2 4-(5,6,7,8-tetrahydro-1,6-naphthyridin-3-yl)-3,4-dihydro-2H-benzo[b][1,4]oxazine dihydrochloride